ClC1=C(C=CC=C1)N1C=2N(C3=C(C1=O)C=NC(=N3)NC3=CC=C(C=C3)OC[C@H]3NCCC3)C=CN2 6-(2-chlorophenyl)-2-({4-[(2S)-pyrrolidin-2-yl-methoxy]phenyl}amino)imidazo[1,2-a]pyrimido[5,4-e]pyrimidin-5(6H)-one